FC(OC1=CC=C(C=C1)B(O)O)F (4-(difluoro-methoxy)phenyl)boronic acid